Bis-(4-isocyanatocyclohexyl)-methan N(=C=O)C1CCC(CC1)CC1CCC(CC1)N=C=O